ClC1=NC2=CC(=CC=C2C(N1)=O)[N+](=O)[O-] 2-chloro-7-nitroquinazolin-4(3H)-one